4-((S)-10-Acryloyl-1,2-difluoro-14-oxo-8,8a,9,10,11,12-hexahydro-7H,14H-pyrazino[1',2':5,6][1,5]diazocino[3,2,1-hi]indazol-3-yl)-2-amino-7-fluorobenzo[b]thiophene-3-carbonitrile C(C=C)(=O)N1C[C@H]2N(C(C=3C(=C(C(=C4C=NN(C34)CC2)C2=CC=C(C=3SC(=C(C32)C#N)N)F)F)F)=O)CC1